N-tertiary butyl-dimethylsilyl-N-methyltrifluoroacetamide C(C)(C)(C)[Si](N(C(C(F)(F)F)=O)C)(C)C